CN(C=1C2=C(N=CN1)N(C=C2)COC(CC2=C(N(C1=CC=C(C=C21)OC)C(C2=CC=C(C=C2)Cl)=O)C)=O)[C@@H]2CC[C@H](CC2)CS(NC)(=O)=O (4-(Methyl((trans)-4-((N-methylsulfamoyl) methyl)cyclohexyl)amino)-7H-pyrrolo[2,3-d]pyrimidin-7-yl)methyl-2-(1-(4-chlorobenzoyl)-5-methoxy-2-methyl-1H-indol-3-yl)acetate